FC(C1=NC=CC(=C1)C1=NOC(=N1)[C@H](C)NC(=O)C1=CC=NS1)(F)F (S)-N-(1-(3-(2-(trifluoromethyl)pyridin-4-yl)-1,2,4-oxadiazol-5-yl)ethyl)isothiazole-5-carboxamide